O1C(CCCC1)C1=C(C=CC=C1)NC=1N=CN=NC1C(=O)N 5-((2-(tetrahydro-2H-pyran-2-yl)phenyl)amino)-1,2,4-triazine-6-carboxamide